azido-2-benzyl-2H-benzo[b][1,4]oxazin-3(4H)-one N(=[N+]=[N-])C1(C(NC2=C(O1)C=CC=C2)=O)CC2=CC=CC=C2